[N+3].N(=O)[O-].O.N(=O)[O-].N(=O)[O-] water nitrite nitrogen